1,2-Dipalmitoyl-rac-glycero-3-phosphocholine C(CCCCCCCCCCCCCCC)(=O)OC[C@@H](OC(CCCCCCCCCCCCCCC)=O)COP(=O)([O-])OCC[N+](C)(C)C |r|